((4-(Cyclopentylamino)-5-methylpyrimidin-2-yl)amino)-3,3-dimethylbenzo[c][1,2]oxaborole-1(3H)-ol C1(CCCC1)NC1=NC(=NC=C1C)NC1=CC=CC=2B(OC(C21)(C)C)O